C1(CCCCCCC1)C(C(NC1=CC=C2C(=C1)NC(C21CCOCC1)=O)=O)NC(=O)C=1C(=NC=CC1)C N-{1-Cyclooctyl-2-oxo-2-[(2-oxospiro[1H-indole-3,4'-oxane]-6-yl)amino]ethyl}-2-methylpyridine-3-carboxamide